C1(CC1)N1C(=NN(C1=O)C1=CC(=C(C(=O)O)C=C1F)O[C@H](C(F)(F)F)C)CC 4-(4-cyclopropyl-3-ethyl-5-oxo-4,5-dihydro-1H-1,2,4-triazol-1-yl)-5-fluoro-2-{[(2S)-1,1,1-trifluoropropan-2-yl]oxy}benzoic acid